N-(3-chloro-5-(methylsulfonyl)phenyl)-5-methyl-1-(3-methylpyridin-2-yl)-1H-pyrrole-3-carboxamide ClC=1C=C(C=C(C1)S(=O)(=O)C)NC(=O)C1=CN(C(=C1)C)C1=NC=CC=C1C